C(C)(C)(C)OC(=O)N(CCCN1CCOCC1)CC1=CC=C(O1)C#CC#CC1=CC=C(C(=O)N[C@H](C(=O)OC)[C@@H](C)O)C=C1 methyl (2S,3R)-2-(4-((5-((tert-butoxycarbonyl (3-morpholinopropyl) amino) methyl) furan-2-yl) but-1,3-diynyl) benzoylamino)-3-hydroxybutyrate